C1(CC1)C1=NC(=CC(=C1)C1=C(C=C(C#N)C=C1)C1=NN=CN1C)N1C(C2=C3C(C(=CC=C13)F)=CC(=C2)CN2[C@H](CNCC2)C(C)C)=O (S)-4-(2-cyclopropyl-6-(6-fluoro-4-((2-isopropylpiperazin-1-yl)methyl)-2-oxobenzo[cd]indol-1(2H)-yl)pyridin-4-yl)-3-(4-methyl-4H-1,2,4-triazol-3-yl)benzonitrile